FC=1C=C2NC(C=3N(C2=C(C1C1=C2C(=NC=C1)NC=C2)F)C(=CC3)C)(C)C 7,9-difluoro-1,4,4-trimethyl-8-(1H-pyrrolo[2,3-b]pyridin-4-yl)-4,5-dihydropyrrolo[1,2-a]quinoxaline